FC1=CC=C(C=C1)C1=C(C=C2CNC(C2=C1)=O)OC1CN(C1)C(=O)C=1C=C(C#N)C=CC1 3-(3-((6-(4-fluorophenyl)-1-oxoisoindolin-5-yl)oxy)azetidine-1-carbonyl)benzonitrile